(2S)-3-[(2'S,7R)-2-(2,2-difluoroethyl)-2'-methyl-spiro[4,5-dihydrothieno[2,3-C]pyran-7,4'-piperidin]-1'-yl]-2-hydroxy-propionamide FC(CC1=CC2=C(S1)[C@@]1(C[C@@H](N(CC1)C[C@@H](C(=O)N)O)C)OCC2)F